(S)-2-(1-amino-1,3-dihydrospiro[indene-2,4'-piperidin]-1'-yl)-5-((2,3-dichlorophenyl)thio)-3-methylpyrimidin NC1C2=CC=CC=C2CC12CCN(CC2)[C@@H]2N=CC(=CN2C)SC2=C(C(=CC=C2)Cl)Cl